OC1=CC=C(C=C1)C1=CC=C(C=C1)C(C=1C=CC(=C(C1)O)N)C=1C=CC(=C(C1)O)N 5,5'-((4'-hydroxy-[1,1'-biphenyl]-4-yl)methylene)bis(2-aminophenol)